2-chloro-5-fluoro-4-(5-(trifluoromethyl)-1H-pyrazol-1-yl)pyrimidine ClC1=NC=C(C(=N1)N1N=CC=C1C(F)(F)F)F